3-trimethoxysilylpropylfuranephthalic anhydride CO[Si](CCCC1=C(OC=C1)C=1C=CC=C2C1C(=O)OC2=O)(OC)OC